C1(CCCCC1)COC=1C=C(COCCN)C=CC1 2-(3-(cyclohexylmethoxy)benzyloxy)ethanamine